The molecule is a beta-amino acid comprising propionic acid having amino and 4-hydroxyphenyl groups attached at the 3-position. It has a role as a bacterial metabolite. It derives from a propionic acid. It is a conjugate acid of a 3-amino-3-(4-hydroxyphenyl)propanoate. It is a tautomer of a 3-amino-3-(4-hydroxyphenyl)propanoic acid zwitterion. C1=CC(=CC=C1C(CC(=O)O)N)O